NCC=1C=CC(=C(C(=O)N[C@H](C)C2=CC(=NC3=CC=CC=C23)C=2C=NN(C2)C)C1)C (R)-5-(aminomethyl)-2-methyl-N-(1-(2-(1-methyl-1H-pyrazol-4-yl)quinolin-4-yl)ethyl)benzamide